(R)-5-(3-((1-ethylpiperidin-3-yl)amino)-5-methyl-1,2,4-triazine-6-yl)benzothiophene-4-ol C(C)N1C[C@@H](CCC1)NC=1N=NC(=C(N1)C)C1=CC=C2C(C=CS2)=C1O